ClC1=C(C2=C(NC(=N2)CNC2=NN(C3=NC(=CN=C32)C3CC3)C3CCN(CC3)C)C=C1)C N-[(5-chloro-4-methyl-1H-benzimidazol-2-yl)methyl]-6-cyclopropyl-1-(1-methylpiperidin-4-yl)-1H-pyrazolo[3,4-b]pyrazin-3-amine